C(CC)OCCCCCCC propylheptyl ether